5-((3-chloropyridin-2-yl)oxy)-2-(trifluoromethyl)pyrimidine ClC=1C(=NC=CC1)OC=1C=NC(=NC1)C(F)(F)F